5-(bromomethyl)-2,3-dimethylpyrazine BrCC=1N=C(C(=NC1)C)C